ethyl 3-(3-chloro-2-fluoro-phenoxy)-5,6,7,8-tetrahydrocinnoline-4-carboxylate ClC=1C(=C(OC=2N=NC=3CCCCC3C2C(=O)OCC)C=CC1)F